C(C(=C)C)(=O)OCCCCCCCCCCCC[Si](OC)(OC)OC methacryloyloxydodecyltrimethoxysilane